(4r,5s,7r,8r,9s,10r)-4-((2-hydroxy-3-methoxybenzyl)amino)-7-(hydroxymethyl)-9-(4-(3,4,5-trifluorophenyl)-1H-1,2,3-triazol-1-yl)-1,6-dioxaspiro[4.5]decan-8,10-diol OC1=C(CN[C@@H]2CCO[C@]23O[C@@H]([C@@H]([C@@H]([C@H]3O)N3N=NC(=C3)C3=CC(=C(C(=C3)F)F)F)O)CO)C=CC=C1OC